COC=1C=C(C=CC1)N(C(C)=O)C1=NC=CC(=C1)[N+](=O)[O-] N-(3-methoxyphenyl)-N-(4-nitropyridin-2-yl)acetamide